C(CCCC(=O)[O-])(=O)OCCCCCCC.C(CCCC(=O)[O-])(=O)OCCCCCCC diheptyl diglutarate